(5-(2-(1-methyl-1H-benzo[d][1,2,3]triazol-6-yl)ethyl)-8-(methylamino)-2,7-naphthyridin-3-yl)cyclopropanecarboxamide CN1N=NC2=C1C=C(C=C2)CCC2=C1C=C(N=CC1=C(N=C2)NC)C2(CC2)C(=O)N